1-((7-(3-cyclohexyl-2-hydroxypropionyl)-10-hydroxy-7-azaspiro[4.5]decan-10-yl)methyl)-N,N-dimethyl-6-oxo-4-phenyl-1,6-dihydropyridine-3-carboxamide C1(CCCCC1)CC(C(=O)N1CC2(CCCC2)C(CC1)(O)CN1C=C(C(=CC1=O)C1=CC=CC=C1)C(=O)N(C)C)O